1,3,5-tris(t-butylperoxyisopropyl)benzene C(C)(C)(C)OOC(C)(C)C1=CC(=CC(=C1)C(C)(C)OOC(C)(C)C)C(C)(C)OOC(C)(C)C